1-[9-ethyl-6-(2-methylbenzoyl)-9H-carbazol-3-yl]ethane C(C)N1C2=CC=C(C=C2C=2C=C(C=CC12)CC)C(C1=C(C=CC=C1)C)=O